C(C)C1(C=CC=C1)[Zr](N(CC)C)(N(CC)C)N(C)CC ethylcyclopentadienyl-tris(ethylmethylamino)zirconium